2,3-dichloro-N-(2,4-dimethylbenzyl)maleimide methyl-alpha-hydroxynonanoate COC(C(CCCCCCC)O)=O.ClC=1C(=O)N(C(C1Cl)=O)CC1=C(C=C(C=C1)C)C